O1COC2=C1C=CC(=C2)C=2N=CNC2C2=NC(=CC=C2)C 4-(benzo[d][1,3]dioxol-5-yl)-5-(6-methylpyridin-2-yl)-1H-imidazol